C(#N)CC(=O)N1CCN(CC1)C=1N=C(C2=C(C=NNC2=O)N1)NC1=CC=C(CN2CCC(CC2)C(=O)O)C=C1 1-(4-((2-(4-(2-cyanoacetyl)piperazin-1-yl)-5-oxo-5,6-dihydropyrimido[4,5-d]pyridazin-4-yl)amino)benzyl)piperidine-4-carboxylic acid